N-(4-(4-(7-(4,4-difluoropiperidin-1-yl)furo[2,3-c]pyridin-5-yl)-1H-pyrazol-1-yl)-3-(6-azaspiro[2.5]oct-6-yl)phenyl)-2-hydroxyethane-1-sulfonamide FC1(CCN(CC1)C=1N=C(C=C2C1OC=C2)C=2C=NN(C2)C2=C(C=C(C=C2)NS(=O)(=O)CCO)N2CCC1(CC1)CC2)F